CN(CCN(C1=C(C=C(C(=C1)OC)NC1=NC=CC(=N1)C1=CN(C2=CC=CC=C12)C)NC(C=C)=O)C)C N-[2-[2-(dimethylamino)ethyl-methyl-amino]-4-methoxy-5-[[4-(1-methylindol-3-yl)pyrimidin-2-yl]amino]phenyl]prop-2-enamide